Octadiynyl-2'-deoxyuridine C(#CC#CCCCC)[C@@]1(C[C@H](O)[C@@H](CO)O1)N1C(=O)NC(=O)C=C1